Tert-butyl 5-[7-bromo-1-(cyclopropylmethyl)-5-(dimethylcarbamoyl)-4-fluoro-indol-2-yl]-3,6-dihydro-2H-pyridine-1-carboxylate BrC=1C=C(C(=C2C=C(N(C12)CC1CC1)C1=CCCN(C1)C(=O)OC(C)(C)C)F)C(N(C)C)=O